BrC1=CC=CC(=N1)OCC1=CC(=C(C#N)C=C1)CCCO 4-[(6-bromo-2-pyridyl)oxymethyl]-2-(3-hydroxypropyl)benzonitrile